4-Fluoro-3-(7-((S,Z)-2-(hydroxymethyl)-4-(methoxyimino)pyrrolidine-1-carbonyl)benzo[d][1,3]dioxol-4-yl)-2-methylbenzonitrile FC1=C(C(=C(C#N)C=C1)C)C1=CC=C(C=2OCOC21)C(=O)N2[C@@H](C/C(/C2)=N/OC)CO